C(C)(C)(C)OC(=O)NCCOC=1C=C2C(=CC=NC2=CC1)C(=O)O 6-(2-((tert-Butoxycarbonyl)amino)ethoxy)quinoline-4-carboxylic acid